(4-(4-(dimethylamino)phenyl)-3-methylpiperazin-1-yl)(naphthalen-1-yl)methanone CN(C1=CC=C(C=C1)N1C(CN(CC1)C(=O)C1=CC=CC2=CC=CC=C12)C)C